ClC1=C(C=CC=C1F)[C@H]1[C@H]2C([C@H]2CN1C=1C=NC(=NC1)C(=O)O)(F)F 5-((1S,2R,5R)-2-(2-Chloro-3-fluorophenyl)-6,6-difluoro-3-azabicyclo[3.1.0]hexan-3-yl)pyrimidine-2-carboxylic acid